FC1=C(OC2=CC(=NC=C2)C(=O)N[C@@H]2C(N(C3=C(OC2)C=CC(=N3)C#CC(C)(C)O)C)=O)C=CC=C1 (S)-4-(2-fluorophenoxy)-N-(7-(3-hydroxy-3-methylbut-1-yn-1-yl)-5-methyl-4-oxo-2,3,4,5-tetrahydropyrido[3,2-b][1,4]oxazepin-3-yl)pyridineamide